C(#N)C=1C=CC(=C2C=CN(C12)C)OC1CCC(CC1)NC(OC(C)(C)C)=O tert-butyl N-((1r,4r)-4-((7-cyano-1-methyl-1H-indol-4-yl)oxy)cyclohexyl)carbamate